BrC1=CC=CC(=N1)CC1N(CCCC1=O)C(=O)OC(C)C isopropyl 2-((6-bromopyridin-2-yl) methyl)-3-oxopiperidine-1-carboxylate